C1(CC1)NC(CN1C(NC2=NC=C(C=C21)C2=C(C=CC=C2)OCC)=O)=O N-cyclopropyl-2-[6-(2-ethoxyphenyl)-2-oxo-3H-imidazo[4,5-b]pyridin-1-yl]acetamide